C(C=C)(=O)N1C[C@H](C[C@@H]1COC)N1N=C(C(=C1NC)C(=O)N)C#CC1=C(C2=C(NC=N2)C=C1F)F (3S,5R)-1-Acryloyl-5-(methoxymethyl)pyrrolidin-3-yl-3-((4,6-difluoro-1H-benzo[d]imidazol-5-yl)ethynyl)-5-(methylamino)-1H-pyrazole-4-carboxamide